1-[3-(4-{5-chloro-6-[4-(3-methyloxetan-3-yl)piperazin-1-yl]-1H-indazol-1-yl}-1H-pyrazol-1-yl)bicyclo[1.1.1]pentan-1-yl]-N,N-dimethylmethanamine ClC=1C=C2C=NN(C2=CC1N1CCN(CC1)C1(COC1)C)C=1C=NN(C1)C12CC(C1)(C2)CN(C)C